COC1=C(C=CC=C1)C1=CC=C(C=C1)CN(C=O)C1=C(C=CC=C1)C#CC=1C=CC=NC1 5-(2-{2-[N-({2'-Methoxy-[1,1'-biphenyl]-4-yl}methyl)formamido]phenyl}ethynyl)pyridin